CC1=C(C(=C(C1([Hf]C1(C=CC2=CC=3CCCC3C=C12)CCCC)C)C)C)C pentamethylcyclopentadienyl-(1-n-butyl-1,5,6,7-tetrahydro-s-indacenyl)hafnium